Cl.ClC1=C(C=CC=C1)[C@H](C)N (S)-1-(2-chlorophenyl)ethan-1-amine hydrochloride